3-{[(5Z)-5-[(4-fluoro-3-hydroxyphenyl)methylidene]-2,4-dioxo-1,3-thiazolidin-3-yl]methyl}benzamide FC1=C(C=C(C=C1)\C=C/1\C(N(C(S1)=O)CC=1C=C(C(=O)N)C=CC1)=O)O